{(4E)-4-[3-(3-chlorophenyl)prop-2-yn-1-ylidene]-3,3-dimethylpiperidin-1-yl}(4-methoxypyridin-2-yl)methanone ClC=1C=C(C=CC1)C#C\C=C/1\C(CN(CC1)C(=O)C1=NC=CC(=C1)OC)(C)C